C(C)N(C(OC(C)(C)C)=O)CC1CNCC1 tert-butyl N-ethyl-N-(pyrrolidin-3-ylmethyl)carbamate